COC(C(=O)O)CCC(CCCCCCCCCCCCC)OC 2,5-dimethoxy-octadecanoic acid